ClC1=C(C=NNC(N)=N)C=C(C=C1F)F 2-(2-chloro-3,5-difluorobenzylidene)hydrazine-carboximidamide